C1(CC1)CC=1C2=C(SC1)C(=CC=C2)N[C@@H]2[C@@H](CN(CC2)C)F 3-(cyclopropylmethyl)-7-(((3R,4S)-3-fluoro-1-methylpiperidin-4-yl)amino)benzo[b]thiophen